1-bromo-2-methoxy-4-phenoxybenzene BrC1=C(C=C(C=C1)OC1=CC=CC=C1)OC